C(C)(C)(C)C1=NN=C(O1)C(=O)NCC1=C(C(=C(C=C1)C1=NC=NN2C1=CC(=C2)N2CCOCC2)F)C2CC2 5-(tert-butyl)-N-(2-cyclopropyl-3-fluoro-4-(6-morpholinopyrrolo[2,1-f][1,2,4]triazin-4-yl)benzyl)-1,3,4-oxadiazole-2-carboxamide